(4-(tert-butyl)phenyl)Azole-4-carboxylic acid ethyl ester C(C)OC(=O)C=1C=C(NC1)C1=CC=C(C=C1)C(C)(C)C